(2-amino-3-(3-((2-((2-fluorobenzyl)oxy)pyridin-4-yl)methyl)isoxazol-5-yl)pyridin-1-ium-1-yl)methyl hydrogen phosphate P(=O)(OC[N+]1=C(C(=CC=C1)C1=CC(=NO1)CC1=CC(=NC=C1)OCC1=C(C=CC=C1)F)N)(O)[O-]